C(C)C1=NN(C2=NC(=NC(=C21)NCC2=CC=C(C=C2)F)C2=CCC(CC2)C(=O)[O-])C 4-(3-ethyl-4-((4-fluorobenzyl)amino)-1-methyl-1H-pyrazolo[3,4-d]pyrimidin-6-yl)cyclohex-3-enecarboxylate